para-fluorobenzoyl-hydrazine FC1=CC=C(C(=O)NN)C=C1